ethyl 3-fluoro-6-(4-fluorophenyl)-1H-indole-2-carboxylate FC1=C(NC2=CC(=CC=C12)C1=CC=C(C=C1)F)C(=O)OCC